CCCC/C=C/CCCCCCC/C=C/C=C/CCC(=O)O 15-eicosatrienoic acid